NOC1C[C@H](NC1)C(=O)O 4-aminooxyproline